1-(((2-(4'-Fluoro-2'-(4-methyl-4H-1,2,4-triazol-3-yl)-[1,1'-biphenyl]-3-yl)-1H-benzo[d]imidazol-5-yl)methyl)amino)-2-methylpropan-2-ol FC1=CC(=C(C=C1)C1=CC(=CC=C1)C1=NC2=C(N1)C=CC(=C2)CNCC(C)(O)C)C2=NN=CN2C